OC1=CC(=C2C(=C(C(OC2=C1C=O)=O)CC(=O)N1CCOCC1)C)OCCOC 7-hydroxy-5-(2-methoxyethoxy)-4-methyl-3-(2-morpholino-2-oxoethyl)-2-oxo-2H-chromene-8-carboxaldehyde